Tris-phenyl phosphite P(OC1=CC=CC=C1)(OC1=CC=CC=C1)OC1=CC=CC=C1